NC=1SC2=C(N1)C=CC(=C2)C=2N=NN(C2)CC2=C(C=C(C(=O)NNC(C(F)F)=O)C=C2)Cl 4-((4-(2-Aminobenzo[d]thiazol-6-yl)-1H-1,2,3-triazol-1-yl)methyl)-3-chloro-N'-(2,2-difluoroacetyl)benzoyl-hydrazine